(rac)-((1s,3s)-3-Hydroxy-3-methylcyclobutyl)(6-(3-methylbenzyl)-2-azaspiro[3.4]octan-2-yl)methanon OC1(CC(C1)C(=O)N1CC2(C1)C[C@H](CC2)CC2=CC(=CC=C2)C)C |r|